C(C)(C)(C)OC(=O)N1C2CC(CC1CC2)NC2=NC(=CC=1C2=NC=CN1)NC1=NNC(=C1)C tert-butyl-(3-exo)-3-((7-((5-methyl-1H-pyrazol-3-yl) amino) pyrido[3,4-b]pyrazin-5-yl) amino)-8-azabicyclo[3.2.1]octane-8-carboxylate